5-chloro-3-((5-(5-(difluoromethyl)-1,3,4-oxadiazol-2-yl)pyridin-2-yl)methyl)-1-(piperidin-4-yl)-1,3-dihydro-2H-benzo[d]imidazol-2-one ClC1=CC2=C(N(C(N2CC2=NC=C(C=C2)C=2OC(=NN2)C(F)F)=O)C2CCNCC2)C=C1